(1R,2S,6S,Z)-9-hydroxy-2,6-dimethyl-8,10-dioxo-N-(2,4,6-trifluorobenzyl)-3,6,8,10-tetrahydro-2H-1,7-methanopyrido[1,2-b][1,2,5]triazecine-11-carboxamide OC=1C(C(=CN2N3[C@H](C\C=C/[C@@H](N(C(C21)=O)C3)C)C)C(=O)NCC3=C(C=C(C=C3F)F)F)=O